C(C1=CC=CC=C1)N1CC(C(C(C1)C)=O)N1C(C2=CC=CC=C2C1=O)=O 2-(1-benzyl-5-methyl-4-oxo-3-piperidinyl)isoindoline-1,3-dione